C(C)C1=NN(C2=NC(=NC=C21)N2CC1(CN(C1)C1=NC(=NC(=C1)C(F)(F)F)C)CC2)C2COC2 3-ethyl-6-(2-(2-methyl-6-(trifluoromethyl)pyrimidin-4-yl)-2,6-diazaspiro[3.4]octan-6-yl)-1-(oxetan-3-yl)-1H-pyrazolo[3,4-d]pyrimidine